N-(4-(1-aminoethyl)pyridin-2-yl)-1H-indol-6-amine NC(C)C1=CC(=NC=C1)NC1=CC=C2C=CNC2=C1